BrC1=CC=C2CCC(OC2=C1)(C)C 7-bromo-2,2-dimethylchromane